Cl.S1C(=NC2=C1N=CS2)N thiazolo[5,4-d][1,3]thiazol-2-amine hydrochloride